C(C1=CC=CC=C1)COC1=CC(=C(C(=O)O)C=C1)OC 4-(Benzylmethoxy)-2-methoxybenzoic acid